C(C#C)OCCOCCN1N=CC=C1C(=O)O 2-[2-(2-prop-2-ynoxyethoxy)ethyl]pyrazole-3-carboxylic acid